3-(4-Chlorophenyl)-1-{2-methoxy-5-[6-(pyrrolidin-1-yl)pyridin-2-yl]phenyl}urea ClC1=CC=C(C=C1)NC(NC1=C(C=CC(=C1)C1=NC(=CC=C1)N1CCCC1)OC)=O